CN(CCC(=O)C1=CC(=NC(=C1)OC(C)C)OCC)C 3-(dimethylamino)-1-(2-ethoxy-6-isopropoxypyridin-4-yl)propan-1-one